tert-butyl 6-[3-(trifluoromethyl)pyridin-4-yl]-2,6-diazaspiro[3.5]nonane-2-carboxylate FC(C=1C=NC=CC1N1CC2(CN(C2)C(=O)OC(C)(C)C)CCC1)(F)F